ClC=1C=C(C=CC1OCCC)C1=NOC(=N1)CC(C(=O)O)=C ((3-(3-chloro-4-propoxyphenyl)-1,2,4-oxadiazol-5-yl)methyl)acrylic acid